C(=C)C=1C=C(C=CC1)C1=C(C=CC=C1)C(=O)C1=C(C=CC=C1)C1=CC(=CC=C1)C=C 3-vinylphenyl-phenyl ketone